C1(=CC=C(C=C1)S(=O)(=O)OC1C[C@H]2CC[C@@H](C1)N2C(=O)OC(C)(C)C)C tert-butyl (1R,5S)-3-(p-tolylsulfonyloxy)-8-azabicyclo[3.2.1]octane-8-carboxylate